ClC=1C=C(C=CC1)C1(CCCCC1)N 1-(3-chlorophenyl)cyclohexylamine